ClC=1C(=NC=CC1C1=C(C(=CC=C1)C1=CC=C2C(=N1)N(C=C2CNC2CCOCC2)C)Cl)C2=CC(=C(C=C2)CNC[C@@H]2CCC(N2)=O)OC (5S)-5-[[[4-[3-Chloro-4-[2-chloro-3-[1-methyl-3-[(tetrahydropyran-4-ylamino)methyl]pyrrolo[2,3-b]pyridin-6-yl]phenyl]-2-pyridyl]-2-methoxy-phenyl]methylamino]methyl]pyrrolidin-2-one